BrC1=C2C(=C3C=C(N=CC3=C1)Cl)NC=N2 4-bromo-8-chloro-1H-imidazo[4,5-f]isoquinoline